tert-butyl (3,4-dichloro-2-(2-fluoro-5-methoxybenzoyl)phenyl)carbamate ClC=1C(=C(C=CC1Cl)NC(OC(C)(C)C)=O)C(C1=C(C=CC(=C1)OC)F)=O